OC(COC=1C=C(C=2N(C1)N=CC2C#N)C=2C=NC(=CC2)N2C[C@H](CC2)OC=2N=NC(=CC2)OC)(C)C (S)-6-(2-hydroxy-2-methylpropoxy)-4-(6-(3-((6-methoxypyridazin-3-yl)oxy)pyrrolidin-1-yl)pyridin-3-yl)pyrazolo[1,5-a]pyridine-3-carbonitrile